1-isobutyl-1,2,3,6-tetrahydropyridin C(C(C)C)N1CCC=CC1